ClC1=C(C=2NC(N=C(C2C=N1)C1CC2CCC(C1)N2C(=O)OCC2=CC=CC=C2)=O)F benzyl 3-{7-chloro-8-fluoro-2-oxo-1H,2H-pyrido[4,3-d]pyrimidin-4-yl}-8-azabicyclo[3.2.1]octane-8-carboxylate